C=1(C(=CC=CC1)C=O)C1=CC=CC=C1 [1,1'-biphenyl]aldehyde